tert-butyl (1R,2S,4S)-2-((5-bromo-3-methylpyrazin-2-yl)oxy)-7-azabicyclo[2.2.1]heptane-7-carboxylate BrC=1N=C(C(=NC1)O[C@@H]1[C@H]2CC[C@@H](C1)N2C(=O)OC(C)(C)C)C